1-(4-(5-(5-(piperidin-3-yloxy)-1H-pyrrolo[2,3-b]pyridin-4-yl)pyridin-3-yl)phenyl)pyrrolidin-2-one N1CC(CCC1)OC=1C(=C2C(=NC1)NC=C2)C=2C=C(C=NC2)C2=CC=C(C=C2)N2C(CCC2)=O